C(=O)(O)CNC(=O)C1=CC=C(C=C1)C1=C(N(C=C1)S(N)(=O)=O)C(=O)O 3-[4-(Carboxymethyl-carbamoyl)phenyl]-1-sulfamoyl-pyrrole-2-carboxylic acid